C1(CCCCC1)C1=C(C(=CC(=C1)I)I)O 2-cyclohexyl-4,6-diiodophenol